[Cl-].[Cl-].C1(C=CC2=CC=CC=C12)C1=C(O[Ti+2])C(=CC(=C1)C(C)(C)C)C(C1=CC=CC=C1)(C1=CC=CC=C1)C1=CC=CC=C1 2-(1-indenyl)-4-tert-butyl-6-trityl-phenoxytitanium dichloride